4-(2-fluoro-6-hydroxy-3-methoxybenzoyl)-N-((3r,4r)-4-(4-hydroxybenzoamido)pyrrolidin-3-yl)benzamide FC1=C(C(=O)C2=CC=C(C(=O)N[C@@H]3CNC[C@H]3NC(C3=CC=C(C=C3)O)=O)C=C2)C(=CC=C1OC)O